3,5-dimethyl-2-[6-[rac-(4aS,8aR)-2,3,4a,5,6,7,8,8a-octahydropyrido[3,4-b][1,4]oxazin-1-yl]pyridazin-3-yl]phenol CC=1C(=C(C=C(C1)C)O)C=1N=NC(=CC1)N1[C@H]2[C@@H](OCC1)CNCC2 |r|